C(C)(C)(C)C=1C=C(C(=CC1)C1=CC(=CC=C1)C1=NC(=NC(=N1)C1=CC=CC=C1)C1=CC=CC=C1)C1=CC(=CC=C1)C1=NC(=NC(=N1)C1=CC=CC=C1)C1=CC=CC=C1 6,6'-(4'-(tert-butyl)-[1,1':2',1''-terphenyl]-3,3''-diyl)bis(2,4-diphenyl-1,3,5-triazine)